4-methylenedioxybenzeneboronic acid C1OC2=CC=C(C=C2O1)B(O)O